FC=1C(=NC=C(N1)F)S(=O)(=O)ON=C(CS(=O)(=O)C(C)(C)C)N N'-{[(3,5-difluoropyrazin-2-yl)sulfonyl]oxy}-2-(2-methylpropane-2-sulfonyl)ethanimidamide